C1(=CC=CC=C1)C1=C(C(=C(C=C1)C=1[Se]C2=C(C1C=1C3(C4=CC5=CC=CC=C5C4=CC1)C=CC=C1C4=CC=CC=C4C=C13)C=CC=C2)C2=NN=NC=C2)C2=CC=CC=C2 Diphenyltriazineyl[(spirobi[fluoren]yl)benzoselenophenyl]benzene